3-hydroxy-2-picolinate OC=1C(=NC=CC1)C(=O)[O-]